[Zn].NC1=C2C=CC(C(=C3C=CC(=C(C=4C=CC(=C(C5=CC=C1N5)N)N4)N)N3)N)=N2 tetraaminoporphyrin zinc